(3R)-1-({2-[({4-[4-(morpholin-4-yl)-7H-pyrrolo[2,3-d]pyrimidin-6-yl]cyclohexyl}amino)methyl]pyridin-4-yl}methyl)piperidin-3-amine N1(CCOCC1)C=1C2=C(N=CN1)NC(=C2)C2CCC(CC2)NCC2=NC=CC(=C2)CN2C[C@@H](CCC2)N